Resorcinol-o,o'-diacetic acid C1=CC(=CC(=C1)OCC(=O)O)OCC(=O)O